CON(C(=O)[C@H](CC(=O)OC(C)(C)C)C)C tert-butyl (3S)-3-[methoxy(methyl)carbamoyl]-3-methylpropanoate